(RS)-N-(1-((5-trifluoromethylpyridin-2-yl)oxy)propan-2-yl)-5-chloro-2-methyl-6-difluoromethylpyrimidin-4-amine hydrochloride Cl.FC(C=1C=CC(=NC1)OC[C@@H](C)NC1=NC(=NC(=C1Cl)C(F)F)C)(F)F |r|